C1C(=O)C2=CC=CC=C2C(=O)C1=S(=O)=O sulfonylnaphthoquinone